(R)-N-(1-(azetidin-1-ylmethyl)cyclopropyl)-3,3,3-trifluoro-2-methoxy-2-phenylpropanamide N1(CCC1)CC1(CC1)NC([C@@](C(F)(F)F)(C1=CC=CC=C1)OC)=O